4'-(1,1-Dioxido-4-oxo-1,2,5-thiadiazolidin-2-yl)-3'-fluoro-5'-hydroxy-N-isopentyl-4-(trifluoromethyl)-[1,1'-biphenyl]-2-carboxamide O=S1(N(CC(N1)=O)C1=C(C=C(C=C1O)C=1C(=CC(=CC1)C(F)(F)F)C(=O)NCCC(C)C)F)=O